6-hydroxy-2,3-dimethoxy-N-(4-methoxyphenylethyl)phenanthrene-9-carboxamide lithium phosphate carbon [C+4].P(=O)([O-])([O-])[O-].[Li+].OC=1C=C2C=3C=C(C(=CC3C=C(C2=CC1)C(=O)NCCC1=CC=C(C=C1)OC)OC)OC